(2-oxo-1,3-dioxolan-4-yl)butylcarboxamide O=C1OCC(O1)CCCCC(=O)N